tert-butyl (E)-3-(((tert-butylsulfinyl)imino)methyl)azetidine-1-carboxylate C(C)(C)(C)S(=O)\N=C\C1CN(C1)C(=O)OC(C)(C)C